bis(tributyl-n-octylphosphine) 3,5-bis(methoxycarbonyl)benzenephosphonate COC(=O)C=1C=C(C=C(C1)C(=O)OC)P(O)(=O)O.C(CCC)C(CCCCCCCP)(CCCC)CCCC.C(CCC)C(CCCCCCCP)(CCCC)CCCC